N-(3-chloro-5-methylbenzyl)-2-(2,5-dimethoxy-4-morpholinophenyl)ethan-1-amine hydrochloride Cl.ClC=1C=C(CNCCC2=C(C=C(C(=C2)OC)N2CCOCC2)OC)C=C(C1)C